CC1CN(CCC1N1C[C@H]2N(C=3C(=NN=C(C3)C3=C(C=CC=C3)O)NC2)CC1)CCCC1CCNCC1 2-((6aS)-8-(3-methyl-1-(3-(piperidin-4-yl)propyl)piperidin-4-yl)-6,6a,7,8,9,10-hexahydro-5H-pyrazino[1',2':4,5]pyrazino[2,3-c]pyridazin-2-yl)phenol